benzyl 4-[4-(5-bromo-3-[3-[(tert-butyldiphenylsilyl)oxy]-2,2-dimethylpropyl]-1-(1-cyano-1-methylethyl) indol-2-yl) pyridin-2-yl]piperazine-1-carboxylate BrC=1C=C2C(=C(N(C2=CC1)C(C)(C)C#N)C1=CC(=NC=C1)N1CCN(CC1)C(=O)OCC1=CC=CC=C1)CC(CO[Si](C1=CC=CC=C1)(C1=CC=CC=C1)C(C)(C)C)(C)C